1-methyl-6-oxo-N-(5-(4-(trifluoromethyl)benzyl)pyridin-2-yl)-1,4,5,6-tetrahydropyridazine-3-carboxamide CN1N=C(CCC1=O)C(=O)NC1=NC=C(C=C1)CC1=CC=C(C=C1)C(F)(F)F